BrC1=C(C(=CC=C1)OC)CC#N 2-(2-bromo-6-methoxyphenyl)acetonitrile